Mercaptoproline SN1[C@@H](CCC1)C(=O)O